NC1=C(C=CC(=C1)OC(F)(F)F)C(=O)N1CCC(CC1)C1=CNC2=NC=C(N=C21)CCCOC [2-Amino-4-(trifluoromethoxy)phenyl]-[4-[2-(3-methoxypropyl)-5H-pyrrolo[2,3-b]pyrazin-7-yl]-1-piperidyl]methanone